3-tricyano-2-amino-1-propene C(=C(/C(C#N)C#N)\N)\C#N